(3S,4R)-4-((7-(5-(tert-butyl)pyridin-2-yl)-6-ethynyl-5-fluoropyrrolo[2,1-f][1,2,4]triazin-2-yl)amino)tetrahydro-2H-pyran-3-ol C(C)(C)(C)C=1C=CC(=NC1)C1=C(C(=C2C=NC(=NN21)N[C@H]2[C@@H](COCC2)O)F)C#C